N-(4-(1H-imidazol-1-yl)benzyl)-4-((dimethylamino)methyl)-N-(3-methoxybenzyl)aniline N1(C=NC=C1)C1=CC=C(CN(C2=CC=C(C=C2)CN(C)C)CC2=CC(=CC=C2)OC)C=C1